2-bromo-1-(5-chloropyridin-2-yl)ethanone BrCC(=O)C1=NC=C(C=C1)Cl